5-{[6-(4,4-difluorocyclohexane-amido)spiro[3.3]heptan-2-yl]oxy}thieno[3,2-b]pyridine-6-carboxamide FC1(CCC(CC1)C(=O)NC1CC2(CC(C2)OC2=C(C=C3C(=N2)C=CS3)C(=O)N)C1)F